ClC1=C(C=C(C(=O)N)C=C1[N+](=O)[O-])OC 4-chloro-3-methoxy-5-nitro-benzamide